ClC(=CC1=CC=CC=C1)Cl di-chlorostyrene